7-fluoro-2-chloro-3-benzimidazolylquinoline FC1=CC=C2C=C(C(=NC2=C1)Cl)C=1NC2=C(N1)C=CC=C2